6'-(((pyridine-2,6-diylbis(methylene))bis((carboxymethyl)azanediyl))bis(methylene))dipicolinic acid N1=C(C=CC=C1CN(CC(=O)O)CC=1C(=NC=CC1)C(=O)O)CN(CC(=O)O)CC=1C(=NC=CC1)C(=O)O